ClC1=CC=C(C(=N1)NC)N[C@H](C)C1=CC(=CC=2C(C(=C(OC21)C=2C=NC=CC2)C)=O)C 8-[(1R)-1-[[6-chloro-2-(methylamino)-3-pyridinyl]amino]ethyl]-3,6-dimethyl-2-(3-pyridinyl)benzopyran-4-one